ClC1=C2C=CC=NC2=C(C=C1)OCC(=O)OCC=C allyl (5-chloro-8-quinolineoxy)acetate